phenyl((isobutyl-d9)phenyl)pyridine C1(=CC=CC=C1)C=1C(=NC=CC1)C1=C(C=CC=C1)C(C(C([2H])([2H])[2H])(C([2H])([2H])[2H])[2H])([2H])[2H]